C(C(C)(C)C)(=O)SCCOP(=O)(OCCSC(C(C)(C)C)=O)C(C1=CC=C2C=CC(=CC2=C1)C(=O)OC1=C(C(=C(C(=C1F)F)F)F)F)(F)F perfluorophenyl 7-((bis(2-(pivaloylthio)ethoxy)phosphoryl)difluoromethyl)-2-naphthoate